C(C1=CC=CC=C1)OC(/C=C/C=1N=C(OC1)N1C(CN(CC1)C(=O)OC(C)(C)C)=O)=O tert-butyl 4-[4-[(E)-3-benzyloxy-3-oxo-prop-1-enyl]oxazol-2-yl]-3-oxo-piperazine-1-carboxylate